3-amino-9-ethylazafluorene NC=1C=NC=2C(C3=CC=CC=C3C2C1)CC